N[C@@H]1[C@H](CCCC1)O |r| (±)-(1s,2s)-2-aminocyclohexanol